C(CCCCCC)SC(=O)N(C(CCCCC(=O)OC)CCCCC(=O)OC)CC1CCN(CC1)C dimethyl 6-[heptylsulfanylcarbonyl-[(1-methyl-4-piperidyl)methyl]amino]undecanedioate